[[4-chloro-6-(2-ethoxy-4-fluoro-anilino)pyrimidin-5-yl]methyleneamino] hydrogen sulfate S(=O)(=O)(ON=CC=1C(=NC=NC1NC1=C(C=C(C=C1)F)OCC)Cl)O